[7-(1H-Imidazole-1-yl)-6-nitro-2,3-dioxo-3,4-dihydroquinoxaline-1(2H)-yl]acetic acid N1(C=NC=C1)C1=C(C=C2NC(C(N(C2=C1)CC(=O)O)=O)=O)[N+](=O)[O-]